5-(3-(4-(((R or S)-1-((3S,5R)-3,5-Dimethylpiperazin-1-yl)propan-2-yl)oxy)-3-ethylphenyl)-4,4-dimethyl-5-oxo-2-thioxoimidazolidin-1-yl)-3-(trifluoromethyl)picolinonitrile C[C@H]1CN(C[C@H](N1)C)C[C@@H](C)OC1=C(C=C(C=C1)N1C(N(C(C1(C)C)=O)C=1C=C(C(=NC1)C#N)C(F)(F)F)=S)CC |o1:9|